2-(allyloxy)phenol C(C=C)OC1=C(C=CC=C1)O